C(#N)C=1C(=NC=CC1)N1[C@H]([C@H](CC1)NS(=O)(=O)C)CO[C@@H]1CC[C@@H](CC1)C1=CC=CC=C1 N-((2R,3S)-1-(3-cyanopyridin-2-yl)-2-((((CIS)-4-phenylcyclohexyl)oxy)methyl)pyrrolidin-3-yl)methanesulfonamide